[Si](C)(C)(C(C)(C)C)OC12CCC(C1)(C2)N2C=C(C1=C2N=NC(=C1)C1=C(C=C(C=C1C)C(F)(F)F)OCOC)C 7-(4-{[tert-butyl(dimethyl)silyl]oxy}bicyclo[2.1.1]hexan-1-yl)-3-[2-(methoxymethoxy)-6-methyl-4-(trifluoromethyl)phenyl]-5-methyl-7H-pyrrolo[2,3-c]pyridazine